methyl (S)-3-(8-(3,5-dichloroisonicotinamido)imidazo[1,2-a]pyridin-5-yl)-2-(tritylamino)propanoate ClC1=C(C(=O)NC=2C=3N(C(=CC2)C[C@@H](C(=O)OC)NC(C2=CC=CC=C2)(C2=CC=CC=C2)C2=CC=CC=C2)C=CN3)C(=CN=C1)Cl